3-hydroxy-7-methyltridecanoic acid OC(CC(=O)O)CCCC(CCCCCC)C